ClC1=C2C=NN(C2=C(C=C1)C(=O)NC1CC2(CC(C2)(C(=O)O)F)C1)CC1=CC=C(C=C1)C1=CC(=NC=C1)C(NC)=O (racemic)-6-(4-chloro-1-(4-(2-(methylcarbamoyl)pyridin-4-yl)benzyl)-1H-indazole-7-carboxamido)-2-fluorospiro[3.3]heptane-2-carboxylic acid